ClC=1C=C(COC(=O)N[C@H](C(=O)N[C@@H](CCC(N(C)CCOCCOCC)=O)C(=O)O)CC2CCCCC2)C=CC1 N2-((S)-2-((((3-chlorobenzyl)oxy)carbonyl)amino)-3-cyclohexylpropanoyl)-N5-(2-(2-ethoxyethoxy)ethyl)-N5-methyl-L-glutamine